Dibenzyl ((4S)-5-aminohexane-1,4-diyl)dicarbamate NC([C@H](CCCNC(OCC1=CC=CC=C1)=O)NC(OCC1=CC=CC=C1)=O)C